N-(4'-difluoromethyl-phenyl)-4-methylbenzenesulfonamide FC(C1=CC=C(C=C1)NS(=O)(=O)C1=CC=C(C=C1)C)F